O=C1C=CNC2=CC(=NC=C12)B(O)O (4-oxo-1,4-dihydro-1,6-naphthyridin-7-yl)boronic acid